C(C)C1=C(N=C(C(=N1)C(=O)N)NC1=CC(=CC(=C1)CCNC(CCCN(C(C=C)=O)C)=O)OC)NC1CCOCC1 6-ethyl-3-((3-methoxy-5-(2-(4-(N-methylacrylamido)butanamido)ethyl)phenyl)amino)-5-((tetrahydro-2H-pyran-4-yl)amino)pyrazine-2-carboxamide